FC(C(=O)O)(F)F.CC(C(=O)O)CC1=CC=C(C=C1)N1C[C@@H]2CNCC[C@@H]2C1=O 2-methyl-3-(4-((3aS,7aS)-1-oxooctahydro-2H-pyrrolo[3,4-c]pyridin-2-yl)phenyl)propanoic acid trifluoroacetate